OCCOC1=CC=C(C=C1)C1(C2=CC=CC=C2SC=2C=CC=CC12)C1=CC=C(C=C1)OCCO 9,9-bis(4-(2-hydroxyethoxy)phenyl)thioxanthene